(R)-2-amino-N-methyl-3-phenylpropionamide N[C@@H](C(=O)NC)CC1=CC=CC=C1